sodium N,N-di(2-hydroxyethyl)-2-aminopropanesulfonate OCCN(C(CS(=O)(=O)[O-])C)CCO.[Na+]